C(C1=CC=CC=C1)OC1=NC(=CC=C1N1C(N(C2=C1C=CC=C2NC2CC1(C2)CCN(CC1)C(=O)OC(C)(C)C)C)=O)OCC1=CC=CC=C1 tert-butyl 2-((1-(2,6-bis(benzyloxy)pyridin-3-yl)-3-methyl-2-oxo-2,3-dihydro-1H-benzo[d]imidazol-4-yl)amino)-7-azaspiro[3.5]nonane-7-carboxylate